3,5-dimethyl-1,2-oxazole-4-carboxylic acid CC1=NOC(=C1C(=O)O)C